BrCC(=O)NC12CC(C1)(C2)Cl 2-bromo-N-(3-chlorobicyclo[1.1.1]pent-1-yl)acetamide